3-TERT-BUTYL-5-CHLORO-1-CYCLOPENTYL-1H-PYRAZOLE-4-CARBALDEHYDE C(C)(C)(C)C1=NN(C(=C1C=O)Cl)C1CCCC1